FC=1C(=C(C(=NC1)NC=1CC(N(C(C1)=O)C)(C)C)C(=C)C1=CC=CC=C1)I 4-[[5-fluoro-4-iodo-3-(1-phenylvinyl)-2-pyridyl]amino]-1,2,2-trimethyl-3H-pyridin-6-one